ClC1=CC=CC2=C1NC(=N2)C(=O)N2C(C=1N(C(C2)C)C(=CC1)C#N)C rac-2-(7-Chloro-1H-benzo[d]imidazole-2-carbonyl)-1,4-dimethyl-1,2,3,4-tetrahydropyrrolo[1,2-a]pyrazine-6-carbonitrile